(R)-4-((((R)-2-((S)-4-acryloyl-2-methylpiperazin-1-yl)-7-(3-hydroxynaphthalen-1-yl)-5,6,7,8-tetrahydroquinazolin-2-yl)oxy)methyl)-3-methyloxazolidin-2-one C(C=C)(=O)N1C[C@@H](N(CC1)[C@@]1(NC=2CC(CCC2C=N1)C1=CC(=CC2=CC=CC=C12)O)OC[C@H]1N(C(OC1)=O)C)C